N,N'-bis(1-methylethyl)methanimidamide CC(C)NC=NC(C)C